N-(pyridin-2-ylmethyl)benzo[d]isothiazol-3-amine N1=C(C=CC=C1)CNC1=NSC2=C1C=CC=C2